octadec-9,12-dien-1-yl 6-bromohexanoate BrCCCCCC(=O)OCCCCCCCCC=CCC=CCCCCC